tin-lead tin [Sn].[Pb].[Sn]